C[Si](CCOCN1C=NC2=C1CN(C2)C(=O)[O-])(C)C 1-((2-(trimethylsilyl)ethoxy)methyl)-4,6-dihydropyrrolo[3,4-d]imidazole-5(1H)-carboxylate